COC(=O)C1=CNC(=C1)C1=NC(=NC=C1)N1CCN(CC1)C(=O)N1N=CC[C@H]1C1=CC(=CC(=C1)F)F (S)-5-(2-(4-(5-(3,5-difluorophenyl)-4,5-dihydro-1H-pyrazole-1-carbonyl)piperazin-1-yl)pyrimidin-4-yl)-1H-pyrrole-3-carboxylic acid methyl ester